2-(2-chloro-4-(ethylsulfonyl)phenyl)-2-(4,6-dichloro-5-(2-(trifluoromethoxy)phenyl)-1H-benzo[d]imidazol-2-yl)ethanol ClC1=C(C=CC(=C1)S(=O)(=O)CC)C(CO)C1=NC2=C(N1)C=C(C(=C2Cl)C2=C(C=CC=C2)OC(F)(F)F)Cl